3-bromo-6-[2-ethoxy-5-(6-methyl-2-pyridyl)-1H-imidazol-4-yl]quinoline BrC=1C=NC2=CC=C(C=C2C1)C=1N=C(NC1C1=NC(=CC=C1)C)OCC